The molecule is a metallochlorin that is heme d in which the hydroxy group and the carboxy group of the 6-carboxyethyl substituent have undergone intramolecular condensation to afford the corresponding gamma-spirolactone. It is a ferroheme, a gamma-lactone, an azaspiro compound, an oxaspiro compound, a tertiary alcohol, a monocarboxylic acid and a metallochlorin. It derives from a heme d cis-diol. It is a conjugate acid of a cis-heme d hydroxychlorin gamma-spirolactone(1-). CC1=C(C2=CC3=NC(=CC4=C(C(=C([N-]4)C=C5C(=C(C(=N5)C=C1[N-]2)C)C=C)C)C=C)[C@]([C@@]36CCC(=O)O6)(C)O)CCC(=O)O.[Fe+2]